CO[C@@H]1OC[C@]23[C@@H](O[C@@H]1C3)CC[C@@H](O2)C[C@H](C#N)C (R)-3-((2R,3R,5ar,7R,9as)-3-methoxyhexahydro-2H-2,5a-methano-pyrano[3,2-e][1,4]dioxepin-7-yl)-2-methylpropanenitrile